NC1=C(C(=NC=N1)NC1CCN(C2(CCC2)C1)C(C=C)=O)C1=CC=C(C=C1)OC1=CC=CC=C1 1-(8-((6-amino-5-(4-phenoxyphenyl)pyrimidin-4-yl)amino)-5-azaspiro[3.5]nonan-5-yl)prop-2-en-1-one